C(#N)C=1C=C(C=NC1)N1C[C@@H](CC1)C=1C=C(C(=O)OCC)C=CC1C ethyl (S)-3-(1-(5-cyanopyridin-3-yl)pyrrolidin-3-yl)-4-methylbenzoate